COC=1C=C(C=CC1OC1CCOCC1)C1=CC=2C(C(=N1)O[C@H](C)[C@@H]1CC(NC1)=O)=CN(N2)C (4R)-4-[(1R)-1-[6-(3-methoxy-4-tetrahydropyran-4-yloxy-phenyl)-2-methyl-pyrazolo[4,3-c]pyridin-4-yl]oxyethyl]pyrrolidin-2-one